5-(4-chlorophenoxy)-6-fluoro-3-(((3-fluoropyridin-2-yl)methyl)amino)-4H-benzo[e][1,2,4]thiadiazine 1,1-dioxide ClC1=CC=C(OC2=C(C=CC3=C2NC(=NS3(=O)=O)NCC3=NC=CC=C3F)F)C=C1